4-(trifluoromethyl)-5-(2,6-dimorpholinopyrimidin-4-yl)pyridin-2-amine FC(C1=CC(=NC=C1C1=NC(=NC(=C1)N1CCOCC1)N1CCOCC1)N)(F)F